2,4-dichloro-1-bromo-5-isopropoxybenzene ClC1=C(C=C(C(=C1)Cl)OC(C)C)Br